2-amino-N-((1R)-1-(3-fluoro-2-pyridinyl)ethyl)-3-methyl-N-((6-(trifluoromethyl)-3-pyridazinyl)methyl)-6-quinolinecarboxamide NC1=NC2=CC=C(C=C2C=C1C)C(=O)N(CC=1N=NC(=CC1)C(F)(F)F)[C@H](C)C1=NC=CC=C1F